ClC=1C=C2C(=NC1)NC=C2C(=O)C=2C(=C(C=CC2)NS(=O)(=O)N2CC(CC2)N(C)C)F N-[3-(5-chloro-1H-pyrrolo[2,3-b]pyridine-3-carbonyl)-2-fluoro-phenyl]-3-(dimethylamino)pyrrolidine-1-sulfonamide